C(C1=CC=CC=C1)OC1CC(C1)(O)C 3-(benzyloxy)-1-methylcyclobutan-1-ol